4-(pyridazin-3-ylsulfonyl)benzoic acid N1=NC(=CC=C1)S(=O)(=O)C1=CC=C(C(=O)O)C=C1